2-fluoro-4-(5-(((1S,2S,3R,5R)-2-fluoro-8-azabicyclo[3.2.1]octan-3-yl)(methyl)amino)pyrazin-2-yl)-5-hydroxy-N-methylbenzamide FC1=C(C(=O)NC)C=C(C(=C1)C1=NC=C(N=C1)N(C)[C@H]1[C@H]([C@@H]2CC[C@H](C1)N2)F)O